NC1=C(C=C(C=C1)C1=CC=C(C=C1)F)[N-]C(C1=CC=C(C=C1)S(=O)(=O)C=1C=NC=C(C1)C(=C)C)=O N-[2-amino-5-(4-fluorophenyl)phenyl]-4-[(5-isopropenyl-3-pyridyl)sulfonyl]benzoyl-amide